C1(CC1)N1N=C2C(=NN(C(C2=C1)=O)C(C(=O)OC(C)(C)C)=C)C(C)C Tert-butyl 2-(2-cyclopropyl-7-isopropyl-4-oxo-2,4-dihydro-5H-pyrazolo[3,4-d]pyridazin-5-yl)acrylate